ClC1=NC=C(C(=C1)COC1CCCC1)C1=CC(=C(C(=C1)OC)C)OC 2-chloro-4-(cyclopentoxymethyl)-5-(3,5-dimethoxy-4-methyl-phenyl)pyridine